ClC1=CC=C(CN2C[C@@](CC2)(C(=O)NC2(COC2)C#N)CCC2=CC=C(C=C2)C#N)C=C1 (R)-1-(4-chlorobenzyl)-N-(3-cyanooxetan-3-yl)-3-(4-cyanophenethyl)pyrrolidine-3-carboxamide